C(C)(C)(C)N(CC(=O)O)C(C1=CC(=CC(=C1)S(=O)(=O)C1=CC(=CC=C1)Br)Br)=O tert-butyl-(3-bromo-5-((3-bromophenyl)sulfonyl)benzoyl)glycine